N-cyclohexyl-5-({[2-(trifluoromethyl)phenyl]carbonyl}amino)-2,3-dihydro-1-benzofuran-7-carboxamide C1(CCCCC1)NC(=O)C1=CC(=CC=2CCOC21)NC(=O)C2=C(C=CC=C2)C(F)(F)F